C(C)(=O)N1CCN(CC1)CCC1=C(NC(=C1C(=O)N)C1=C(C=CC=C1)[N+](=O)[O-])C1=CC(=CC(=C1)F)F (2-(4-Acetylpiperazin-1-yl)ethyl)-2-(3,5-difluorophenyl)-5-(2-nitrophenyl)Azole-4-carboxamide